6-(2,2,2-trifluoroethoxy)pyridazine-3-carboxylic acid FC(COC1=CC=C(N=N1)C(=O)O)(F)F